CC1=NC=NC(=C1C#N)C 4,6-dimethylpyrimidine-5-carbonitrile